tert-butyl (R)-4-(difluoro(3-(1-((6-((7-hydroxyheptyl)oxy)-4-methyl-7-morpholinophthalazin-1-yl)amino)ethyl)phenyl) methyl)piperidine-1-carboxylate FC(C1CCN(CC1)C(=O)OC(C)(C)C)(C1=CC(=CC=C1)[C@@H](C)NC1=NN=C(C2=CC(=C(C=C12)N1CCOCC1)OCCCCCCCO)C)F